3-isopropyl-2-methyl-pyrazolo[1,5-a]Pyrimidine-7-amine C(C)(C)C=1C(=NN2C1N=CC=C2N)C